N,N-bisaminopropylamine NN(N)CCC